3-[(E)-2-methoxyvinyl]tetrahydrofuran CO/C=C/C1COCC1